3-fluoro-4-pyridinecarboxamide FC=1C=NC=CC1C(=O)N